methyl 2-(2-oxo-2,3-dihydro-1H-pyrido[2,3-b][1,4]thiazin-3-yl)acetate O=C1NC2=C(SC1CC(=O)OC)N=CC=C2